(4-(4-methylbenzyl)piperazin-1-yl)methanone Methyl-(2S)-2-[[(2S)-2-(tert-butoxycarbonylamino)-4,4-dimethyl-pentanoyl]amino]-3-[(3S)-2-oxo-3-piperidyl]propanoate COC([C@H](C[C@H]1C(NCCC1)=O)NC([C@H](CC(C)(C)C)NC(=O)OC(C)(C)C)=O)=O.CC1=CC=C(CN2CCN(CC2)C=O)C=C1